FC(CN1N=CC=2C1=NC(=CN2)N2CC[C@H]1N(CC[C@H]12)C1=NC(=CC=C1)C(F)(F)F)F [(3aR,6aR)-4-[1-(2,2-difluoroethyl)-1H-pyrazolo[3,4-b]pyrazin-6-yl]-octahydropyrrolo[3,2-b]pyrrol-1-yl]-6-(trifluoromethyl)pyridine